oxa-8-azaspiro[4.5]decan O1CCCC12CCNCC2